hydroxy-7-oxo-5β-cholanic acid OC(C(=O)O)C[C@@H](C)[C@H]1CC[C@H]2[C@@H]3C(C[C@@H]4CCCC[C@]4(C)[C@H]3CC[C@]12C)=O